CO[Si]1(N(CCC1)CCN(CC)CC)OC 2-(2,2-dimethoxy-1,2-azasilolidin-1-yl)-N,N-diethyl-ethane-1-amine